7-((3aR,3bS,4aS,5R,5aS)-2,2-Dimethyl-3b-vinylhexahydrocyclopropa[3,4]cyclopenta[1,2-d][1,3]dioxol-5-yl)-4-methyl-7H-pyrrolo[2,3-d]pyrimidine CC1(O[C@H]2[C@@H](O1)[C@@H]([C@@H]1[C@]2(C1)C=C)N1C=CC2=C1N=CN=C2C)C